CN1C=2C3CCCC([C@H](CCC[C@H](C(NC2C=N1)=O)C)NC(OC(C)(C)C)=O)N3 tert-butyl N-[(9R,13S)-3,9-dimethyl-8-oxo-3,4,7,18-tetraazatricyclo[12.3.1.02,6]octadeca-2(6),4-dien-13-yl]carbamate